C1(=CC=CC=C1)C1=NC=CC2=CC=CC=C12 Phenylisochinolin